4-(6-(4-((3-chloro-5-(methylsulfonamido)phenyl)carbamoyl)-1-methyl-1H-pyrrol-2-yl)pyridin-3-yl)piperazine ClC=1C=C(C=C(C1)NS(=O)(=O)C)NC(=O)C=1C=C(N(C1)C)C1=CC=C(C=N1)N1CCNCC1